4-(2-Aminophenyl)-4-oxo-2-phenylbutanamide NC1=C(C=CC=C1)C(CC(C(=O)N)C1=CC=CC=C1)=O